BrC=1C=C(C2=C(N(N=C2C1)C)C1=CC(=C(C(=O)OC(C)(C)C)C(=C1)OC)OC(F)F)C(F)F tert-butyl 4-[6-bromo-4-(difluoromethyl)-2-methylindazol-3-yl]-2-(difluoromethoxy)-6-methoxybenzoate